CS(=O)(=O)C(C(C)N1N=CC(=C1C)C(=O)O)C 1-(3-(methylsulfonyl)butan-2-yl)-5-methyl-1H-pyrazole-4-carboxylic acid